4-((2-ethoxy-3,4-dioxocyclobut-1-en-1-yl)amino)-N-(2-(((3S,4S,5S,6R)-3,4,5-trihydroxy-6-(hydroxymethyl)tetrahydro-2H-pyran-2-yl)oxy)ethyl)benzamide C(C)OC1=C(C(C1=O)=O)NC1=CC=C(C(=O)NCCOC2O[C@@H]([C@H]([C@@H]([C@@H]2O)O)O)CO)C=C1